(S)-4-((8-bromopyrido[3,4-b]pyrazin-5-yl)amino)-4-methylpyrrolidin-2-one BrC1=CN=C(C2=NC=CN=C21)N[C@]2(CC(NC2)=O)C